C12C(C3CC(CC(C1)C3)C2)NCCNC(=O)C2=NN(C(=C2C)C2=CC=C(C=C2)Cl)C2=CC=C(C=C2)Cl N-(2-((1r,3r,5r,7r)-adamantan-2-ylamino)ethyl)-1,5-bis(4-chlorophenyl)-4-methyl-1H-pyrazole-3-carboxamide